C(=O)(O)CCC1C(=O)OC(CC1)=O alpha-(2-carboxyethyl)glutaric anhydride